3-pyridylhydrazine N1=CC(=CC=C1)NN